tert-butyl 15-[1-(2,6-dioxopiperidin-3-yl)-3-methyl-2-oxo-2,3-dihydro-1H-1,3-benzodiazol-5-yl]-3,6,9,12-tetraoxapentadecanoate O=C1NC(CCC1N1C(N(C2=C1C=CC(=C2)CCCOCCOCCOCCOCC(=O)OC(C)(C)C)C)=O)=O